C1(=C(C(=CC(=C1)C)C)CC(=O)N1CCC(CC1)N1CC(C1)(N1N=CC(=C1)C=1C2=C(N=CN1)NC=C2)CC#N)C {1-[1-(mesitylacetyl)piperidin-4-yl]-3-[4-(7H-pyrrolo[2,3-d]pyrimidin-4-yl)-1H-pyrazol-1-yl]azetidin-3-yl}acetonitrile